4-(3-bromo-2,4-difluorophenyl)butanoic acid BrC=1C(=C(C=CC1F)CCCC(=O)O)F